N-(3-(5-trifluoromethoxy-1H-benzo[d]imidazol-2-yl)-1H-pyrazol-5-yl)-4-((1-methylpiperidin-4-yl)amino)benzamide FC(OC1=CC2=C(NC(=N2)C2=NNC(=C2)NC(C2=CC=C(C=C2)NC2CCN(CC2)C)=O)C=C1)(F)F